7-bromomethyl-bicyclo[3.2.1]octane BrCC1CC2CCCC1C2